BrC1=C(C=C2C(N(C(=NC2=C1)CSC1CCN(CC1)C(=O)OC(C)(C)C)CC(=O)OC(C)(C)C)=O)F tert-Butyl 4-(((7-bromo-3-(2-(tert-butoxy)-2-oxoethyl)-6-fluoro-4-oxo-3,4-dihydroquinazolin-2-yl)methyl)thio)piperidine-1-carboxylate